4-((7-fluoro-2,3,4,5-tetrahydro-1H-benzo[b]azepin-1-yl)methyl)-N-hydroxybenzamide FC1=CC2=C(N(CCCC2)CC2=CC=C(C(=O)NO)C=C2)C=C1